(5aR,6S,7S,8R,8aS)-5a-(4-azidophenyl)-7-((diethylamino)methyl)-1,3-dimethoxy-6-phenyl-5a,6,7,8-tetrahydro-8aH-cyclopenta[4,5]furo[3,2-c]pyridine-8,8a-diol N(=[N+]=[N-])C1=CC=C(C=C1)[C@]12[C@](C=3C(=NC(=CC3O1)OC)OC)([C@@H]([C@@H]([C@H]2C2=CC=CC=C2)CN(CC)CC)O)O